ethyl 2-methylpyrimidine-5-carboxylate CC1=NC=C(C=N1)C(=O)OCC